(6aR,8R)-5-(4-(trifluoromethyl)phenyl)-5,6,6a,7,8,9-hexahydropyrido[3,2-e]pyrrolo[1,2-a]pyrazin-8-yl 1H-imidazole-1-carboxylate N1(C=NC=C1)C(=O)O[C@@H]1C[C@H]2N(C3=C(N(C2)C2=CC=C(C=C2)C(F)(F)F)C=CC=N3)C1